OC[C@H](C)OC=1C(=NC(=C(C1)C(=O)N)N1C(C[C@@H](C1)C)(C)C)C=1C=NC=CC1 ((S)-1-hydroxypropan-2-yl)oxy-6-((S)-2,2,4-trimethylpyrrolidin-1-yl)-[2,3'-bipyridine]-5-carboxamide